Ethyl (S)-3-(5-cyclopropyl-4-fluoro-2'-(hex-5-en-1-yl)-4',6'-dimethyl-[1,1'-biphenyl]-3-yl)-3-((S)-2-(5-(2-(dimethylamino)ethyl)-2-oxopyridin-1(2H)-yl)pent-4-enamido)propanoate C1(CC1)C=1C(=C(C=C(C1)C1=C(C=C(C=C1C)C)CCCCC=C)[C@H](CC(=O)OCC)NC([C@H](CC=C)N1C(C=CC(=C1)CCN(C)C)=O)=O)F